[C@@H]1([C@@H](O)[C@H](O)[C@H](O)[C@@H](O1)C)O[C@H]1C[C@@H](O[C@@H]1CO)N1C(=O)NC(=O)C=C1 3'-O-alpha-L-fucosyl-2'-deoxyuridine